N-[2-[4-[bis(4-fluorophenyl)methyl]-1-piperazinyl]-5-(hydroxymethyl)phenyl]-N-phenyl-urea FC1=CC=C(C=C1)C(N1CCN(CC1)C1=C(C=C(C=C1)CO)N(C(=O)N)C1=CC=CC=C1)C1=CC=C(C=C1)F